ClC=1C=C(C=CC1C)NC(=O)N(C)C N-(3-chloro-4-methylphenyl)-N',N'-dimethylurea